N-methyl-1-[(2R,3S)-2-methyl-2,3-dihydrofuro[3,2-b]pyridin-3-yl]methylamine dihydrochloride Cl.Cl.CNC[C@@H]1[C@H](OC=2C1=NC=CC2)C